1-[(1-oxo-2-propen-1-yl)amino]-2-butanesulfonic acid O=C(C=C)NCC(CC)S(=O)(=O)O